4-((1R,3R)-3-formyl-2,2-dimethylcyclopropyl)benzenesulfonamide C(=O)[C@H]1C([C@@H]1C1=CC=C(C=C1)S(=O)(=O)N)(C)C